2-((6-(benzo[d]thiazol-2-ylamino)-5-methylpyridazin-3-yl)(methyl)amino)-5-(3-(2-fluoro-4-(3-(methylamino)prop-1-yn-1-yl)phenoxy)propyl)thiazole-4-carboxylic acid S1C(=NC2=C1C=CC=C2)NC2=C(C=C(N=N2)N(C=2SC(=C(N2)C(=O)O)CCCOC2=C(C=C(C=C2)C#CCNC)F)C)C